C(C1=CC=CC=C1)N1C([C@@H](NC([C@H]1COC)=O)C)=O (3S,6R)-1-benzyl-6-(methoxymethyl)-3-methylpiperazine-2,5-dione